Diethyl 4-(4-vinylphenyl)butylphosphonate C(=C)C1=CC=C(C=C1)CCCCP(OCC)(OCC)=O